Dibutoxymethane C(CCC)OCOCCCC